6-methoxy-5-(((2-methoxypyridin-4-yl)amino)methyl)pyrazin COC1=C(N=CC=N1)CNC1=CC(=NC=C1)OC